8-(4,4-difluorocyclohex-1-en-1-yl)-6-methoxy-N-(1-(oxazol-2-yl)ethyl)quinoline-3-carboxamide FC1(CC=C(CC1)C=1C=C(C=C2C=C(C=NC12)C(=O)NC(C)C=1OC=CN1)OC)F